FC=1C=C(OC2=NC=CC=C2C2=NC=3N(C=C2)N=C(C3)C3=CC=NC=C3)C=CC1 5-(2-(3-fluorophenoxy)pyridin-3-yl)-2-(pyridin-4-yl)pyrazolo[1,5-a]pyrimidin